4-((E)-1-(1H-Indazol-5-yl)-2-(3-(pyridin-4-yl)phenyl)but-1-en-1-yl)(phenyl)acrylic acid N1N=CC2=CC(=CC=C12)\C(=C(/CC)\C1=CC(=CC=C1)C1=CC=NC=C1)\C1=CC=C(C=C1)C(C(=O)O)=C